OC1=CC=CC(=N1)N1C(CN([C@H]2CCCC[C@H]12)C(=O)C=1C2=C(NN1)CCC2)=O (4AS,8aS)-1-(6-hydroxypyridin-2-yl)-4-(1,4,5,6-tetrahydrocyclopenta[c]pyrazole-3-carbonyl)octahydroquinoxalin-2(1H)-one